2-Methyl-6-(5-methyl-1,4,5,6-tetrahydropyridin-2-yl)-2H-indazole CN1N=C2C=C(C=CC2=C1)C=1NCC(CC1)C